4-((1-methylethyl)sulfonamido)-3-(4-(2-((1-methylethyl)sulfonamido)ethyl)phenyl)butanoic acid CC(C)S(=O)(=O)NCC(CC(=O)O)C1=CC=C(C=C1)CCNS(=O)(=O)C(C)C